ClC1=CC(=C(C=C1)C1=CC=C(C=C1)C1CN(C1)C(=O)N1C[C@H](CC1)N1N=NN=C1)S(=O)(=O)C [3-[4-(4-Chloro-2-methylsulfonyl-phenyl)phenyl]azetidin-1-yl]-[(3S)-3-(tetrazol-1-yl)pyrrolidin-1-yl]methanone